COC=1N=C(C2=C(N1)OC(=C2C(=O)NC)C)NC2(CC2)C methoxy-N,6-dimethyl-4-[(1-methylcyclopropyl)amino]furo[2,3-d]pyrimidine-5-carboxamide